ClC1=CC=C(C=C1)[C@H](C(=O)N1CCN(CC1)C1=NC=NC=2NCC(N(C12)C)=O)CNC(C)C (S)-4-(4-(2-(4-chlorophenyl)-3-(isopropylamino)propionyl)piperazin-1-yl)-5-methyl-7,8-dihydropteridin-6(5H)-one